BrC1=CC(=CC=2C3C(CN(C12)[C@H]1C[C@@H](N(C1)C(=O)OC(C)(C)C)CO)C3)Cl tert-butyl (2R,4S)-4-(4-bromo-6-chloro-1,1a,2,7b-tetrahydrocyclopropa[c]quinolin-3-yl)-2-(hydroxymethyl)pyrrolidine-1-carboxylate